C(CCCC)C=1C=C(C=C(C1)O)O 5-n-pentyl-1,3-benzenediol